molybdenum (P)-acetate C(C)(=O)[O-].[Mo+4].C(C)(=O)[O-].C(C)(=O)[O-].C(C)(=O)[O-]